(S)-2-(chloromethyl)-1-(oxetan-2-ylmethyl)-1H-thieno[2,3-d]imidazole-5-carboxylic acid methyl ester COC(=O)C1=CC2=C(N=C(N2C[C@H]2OCC2)CCl)S1